ClC1=CC=C2C(=N1)NC=C2S(=O)(=O)NC2=CC=1C(=NSN1)C=C2F 6-chloro-N-(6-fluoro-2,1,3-benzothiadiazol-5-yl)-1H-pyrrolo[2,3-b]pyridine-3-sulfonamide